CC(C)(COP(=O)([O-])OP(=O)([O-])OC[C@@H]1[C@H]([C@H]([C@@H](O1)N2C=NC3=C(N=CN=C32)N)O[C@@H]4[C@@H]([C@@H]([C@H](O4)COP(=O)([O-])OP(=O)([O-])OP(=O)([O-])[O-])O)O)O)[C@H](C(=O)NCCC(=O)NCCS)O The molecule is an organophosphate oxoanion that is the hexaanion formed from 2'-(5-triphosphoribosyl)-3'-dephospho-CoA by global loss of protons from the di- and tri-phospho groups. It is a conjugate base of a 2'-(5-triphosphoribosyl)-3'-dephospho-CoA.